4-bromo-5-methyl-pyridin-2-ol BrC1=CC(=NC=C1C)O